[Cu].NC1=NC=C(C=2C1=CN(N2)C2OCCCC2)NC(C(=O)N(C(C)C2=C(C=C(C=C2)C(F)(F)F)C)C)=O N1-(4-amino-2-(tetrahydro-2H-pyran-2-yl)-2H-pyrazolo[4,3-c]pyridin-7-yl)-N2-methyl-N2-(1-(2-methyl-4-(trifluoromethyl)phenyl)ethyl)oxalamide Copper